1-Acetyl-4-(4-hydroxyphenyl)piperazine C(C)(=O)N1CCN(CC1)C1=CC=C(C=C1)O